O=C1NC(CCC1N1C(C2=CC=C(C=C2C1=O)OCCOCCN1CC(C1)N1CCC(CC1)OC1=NC=C(C=C1)C=1C=CC=2C3=C(N(C2C1)C)C=CN=C3)=O)=O 2-(2,6-dioxopiperidin-3-yl)-5-(2-(2-(3-(4-((5-(5-methyl-5H-pyrido[4,3-b]indol-7-yl)pyridin-2-yl)oxy)piperidin-1-yl)azetidin-1-yl)ethoxy)ethoxy)isoindoline-1,3-dione